6-fluoro-4-oxo-7-[3-(pyridin-2-yl)azetidin-1-yl]-1-(1,3-thiazol-2-yl)-1,4-dihydro-1,8-naphthyridine-3-carboxylic acid FC=1C=C2C(C(=CN(C2=NC1N1CC(C1)C1=NC=CC=C1)C=1SC=CN1)C(=O)O)=O